NC1=NC=C(C=C1O[C@H](C)C1=C(C=C(C=C1)F)C=1C(=NN(N1)C)CC=1C(=NC=C(C1)F)O)Br (R)-3-((5-(2-(1-((2-amino-5-bromopyridin-3-yl)oxy)ethyl)-5-fluorophenyl)-2-methyl-2H-1,2,3-triazol-4-yl)methyl)-5-fluoropyridin-2-ol